N-(2-(2H-indazol-2-yl)ethyl)-5-(furan-2-yl)isoxazole-3-carboxamide N=1N(C=C2C=CC=CC12)CCNC(=O)C1=NOC(=C1)C=1OC=CC1